C(C)(=O)SCC1=CC(=C(C(=O)OC)C=C1F)[N+](=O)[O-] methyl 4-((acetylthio)methyl)-5-fluoro-2-nitrobenzoate